N-[1-[(2R,3R,4R,5R)-5-(aminomethyl)-3-fluoro-4-hydroxy-tetrahydrofuran-2-yl]-2-oxo-pyrimidin-4-yl]benzamide NC[C@@H]1[C@H]([C@H]([C@@H](O1)N1C(N=C(C=C1)NC(C1=CC=CC=C1)=O)=O)F)O